(S)-4-((1-(4-(6-(tert-butyl)-5-methoxypyridin-2-yl)-2,5-difluorophenyl)ethyl)amino)-2-ethyl-2,3-dihydro-1H-pyrrolo[3,4-c]pyridin-1-one C(C)(C)(C)C1=C(C=CC(=N1)C1=CC(=C(C=C1F)[C@H](C)NC1=NC=CC2=C1CN(C2=O)CC)F)OC